C1([C@H](O)[C@@H]2[C@@H]([C@H](O)C(=O)O2)O1)=O D-glucaro-1,4:6,3-dilactone